C1(=CC=CC=C1)C1(CC=CC=C1)CCC 2-phenyl-2-propyl-benzene